4-oxo-4H-quinolizine-2-carboxylic acid O=C1C=C(C=C2C=CC=CN12)C(=O)O